(S and R)-4-(3-oxo-2,5,6,7-tetrahydro-3H-pyrrolo[2,1-c][1,2,4]triazol-5-yl)benzonitrile O=C1N2C(=NN1)CC[C@H]2C2=CC=C(C#N)C=C2 |r|